FC=1C(=NC=CC1)C1(CCC1)CNC1=NC=C(C=N1)C(=O)NC=1C=NC=CC1 [2-({[(3-fluoro(2-pyridyl))cyclobutyl]methyl}amino)pyrimidin-5-yl]-N-(3-pyridyl)carboxamide